4-(3-amino-2-carbamoyl-6-chloropyridin-4-yl)-5-methyl-1H-indazole-1-carboxylic acid tert-butyl ester C(C)(C)(C)OC(=O)N1N=CC2=C(C(=CC=C12)C)C1=C(C(=NC(=C1)Cl)C(N)=O)N